1-azido-12-methyl-3,6,9-trioxa-12-azapentadecan-15-amine N(=[N+]=[N-])CCOCCOCCOCCN(CCCN)C